methyl-1-oxa-4,6-diazacycloeicosane-2,7-dione formate salt C(=O)O.CC1C(OCCCCCCCCCCCCCC(NCN1)=O)=O